(5-chloro-2-((1-(1-methylpiperidin-4-yl)-1H-pyrazol-4-yl)amino)pyrimidin-4-yl)-N-(cyanomethyl)benzamide ClC=1C(=NC(=NC1)NC=1C=NN(C1)C1CCN(CC1)C)C1=C(C(=O)NCC#N)C=CC=C1